2,4,6-trinitrophenolate [N+](=O)([O-])C1=C(C(=CC(=C1)[N+](=O)[O-])[N+](=O)[O-])[O-]